C(#N)CCN1C[C@@H](CC[C@@H]1C)NC1=C2C(=NC=C1C(=O)OCC)NC=C2 ethyl 4-(((3R,6S)-1-(2-cyanoethyl)-6-methylpiperidin-3-yl)amino)-1H-pyrrolo[2,3-b]pyridine-5-carboxylate